tert-butyl (R)-5-((4-(7-(dimethylphosphoryl)-1H-indol-3-yl)-5-(trifluoromethyl) pyrimidin-2-yl) amino)-2-azaspiro[3.3]Heptane-2-carboxylate CP(=O)(C)C=1C=CC=C2C(=CNC12)C1=NC(=NC=C1C(F)(F)F)N[C@H]1C2(CN(C2)C(=O)OC(C)(C)C)CC1